6-(4-(6-(((1R,3S,5S)-1,5-dimethyl-9-azabicyclo[3.3.1]nonan-3-yl)(methyl)amino)pyridazin-3-yl)-3-hydroxyphenyl)-3-methylpyrimidin-4(3H)-one C[C@]12CC(C[C@](CCC1)(N2)C)N(C2=CC=C(N=N2)C2=C(C=C(C=C2)C2=CC(N(C=N2)C)=O)O)C